4-[5-(1-ethyl-3-methyl-1H-pyrazol-5-yl)-4H-1,2,4-triazol-3-yl]-1-{2-[(2R)-1-methylpiperidin-2-yl]ethyl}-1H-indazole-6-carboxamide C(C)N1N=C(C=C1C=1NC(=NN1)C1=C2C=NN(C2=CC(=C1)C(=O)N)CC[C@@H]1N(CCCC1)C)C